3-(1-methyl-3-(S-methylsulfonimidoyl)-1H-indol-5-yl)-1,5,6,7,8,9-hexahydro-2H-cyclohepta[4,5]thieno[2,3-d]pyrimidine-2,4(3H)-dione CN1C=C(C2=CC(=CC=C12)N1C(NC2=C(C1=O)C1=C(S2)CCCCC1)=O)S(=O)(=N)C